CC1(CCC1)C(=O)N1CCC(CC1)=C (1-methylcyclobutyl)(4-methylenepiperidin-1-yl)methanone